C(C)N1CCN(CC1)[C@@H](C(=O)NC=1C=CC=C2C(=CNC12)C1=NC(=NC=C1C)NC=1C(=NN(C1)C)OC)C (2R)-2-(4-ethylpiperazin-1-yl)-N-(3-{2-[(3-methoxy-1-methyl-1H-pyrazol-4-yl)amino]-5-methylpyrimidin-4-yl}-1H-indol-7-yl)propanamide